2-[(4-{3-[(4-chloro-2-fluorophenyl)methoxy]-1H-1,2,4-triazol-1-yl}piperidin-1-yl)methyl]-1-{[(2S)-oxetan-2-yl]methyl}-1H-benzimidazole-6-carboxylic acid, ammonium salt [NH4+].ClC1=CC(=C(C=C1)COC1=NN(C=N1)C1CCN(CC1)CC1=NC2=C(N1C[C@H]1OCC1)C=C(C=C2)C(=O)[O-])F